ClC1=C(C=2CCC2C(=C1)C(F)(F)F)NC(C)=O N-(3-chloro-5-(trifluoromethyl)bicyclo[4.2.0]octa-1(6),2,4-trien-2-yl)acetamide